C(C)(C)(C)OC(=O)N[C@@H](C(=O)O)CCCOC1=C(C(=C(C=C1)Cl)Cl)CN1C2=NC=NC(=C2N=C1)NC(=O)OC(C)(C)C (R)-2-((tert-butoxycarbonyl)amino)-5-(2-((6-((tert-butoxycarbonyl)amino)-9H-purin-9-yl)methyl)-3,4-dichlorophenoxy)pentanoic acid